COC(CC1CCN(CC1)CC=1C=C(C=C(C1F)OC=1C=NC(=NC1)S(=O)(=O)C)C1=CC(=CC(=C1)Cl)Cl)=O 2-(1-((3',5'-dichloro-4-fluoro-5-((2-(methylsulfonyl)pyrimidin-5-yl)oxy)-[1,1'-biphenyl]-3-yl)methyl)piperidin-4-yl)acetic acid methyl ester